1-isopropyl-5-(2-methoxyphenyl)-3,3,5,7-tetramethyloctahydrobenzo[c]isoxazole C(C)(C)N1OC(C2C1C(CC(C2)(C)C2=C(C=CC=C2)OC)C)(C)C